2-(propan-2-yl)-1,3-oxazole-4-carboxylic acid CC(C)C=1OC=C(N1)C(=O)O